CN(CCC1=CC=C(C=C1)NS(=O)(=O)C)CCOC1=CC=C(C=C1)NS(=O)(=O)C N-(4-(2-(methyl(2-(4-(methylsulfonamido)phenoxy)ethyl)amino)ethyl)phenyl)methanesulfonamide